BrC1=CC(=C2NC(C=3N(C2=C1C)C(=NN3)CC)(C)C)F 8-bromo-1-ethyl-6-fluoro-4,4,9-trimethyl-4,5-dihydro-[1,2,4]triazolo[4,3-a]quinoxaline